4-(4-(1H-indol-3-yl) furan-2-yl)-4-oxobutanoate N1C=C(C2=CC=CC=C12)C=1C=C(OC1)C(CCC(=O)[O-])=O